(7S,15S)-15-amino-3,8-dioxo-2,5,9-triazatricyclo[14.3.1.02,7]eicosa-1(20),16,18-triene-5-carboxylic acid tert-butyl ester C(C)(C)(C)OC(=O)N1CC(N2C=3C=CC=C([C@H](CCCCCNC([C@@H]2C1)=O)N)C3)=O